CN1C=CC2=C1NC=C2B2OC(C(O2)(C)C)(C)C 1-methyl-4-(4,4,5,5-tetramethyl-1,3,2-dioxaborolan-2-yl)-1H-pyrrolo[2,3-b]pyrrole